1-[17-amino-6-hydroxy-6,15-bis(trifluoromethyl)-19-oxa-3,4,12,18-tetrazatricyclo[12.3.1.12,5]nonadeca-1(18),2,4,14,16-pentaen-12-yl]ethanone NC1=CC(=C2CN(CCCCCC(C3=NN=C(C1=N2)O3)(C(F)(F)F)O)C(C)=O)C(F)(F)F